[C].C(CCCCCCC\C=C/CCCCCCCC)(=O)N[C@@H](CC1=CNC2=CC=CC=C12)C(=O)O oleoyl-tryptophan carbon